N-((1s,3s)-3-aminocyclobutyl)-4-((3-(1-(2,2-difluoroethyl)-3-(difluoromethyl)-1H-pyrazol-4-yl)imidazo[1,2-a]pyrazin-8-yl)amino)-2-ethylbenzamide NC1CC(C1)NC(C1=C(C=C(C=C1)NC=1C=2N(C=CN1)C(=CN2)C=2C(=NN(C2)CC(F)F)C(F)F)CC)=O